(S)-2-((8-chloroquinazolin-4-yl)amino)-4-((2-(pyridin-2-yloxy)ethyl)(4-(5,6,7,8-tetrahydro-1,8-naphthyridin-2-yl)butyl)amino)butanoic acid ClC=1C=CC=C2C(=NC=NC12)N[C@H](C(=O)O)CCN(CCCCC1=NC=2NCCCC2C=C1)CCOC1=NC=CC=C1